C[Si]1(O[Si](O[Si](O1)(C=C)C)(C=C)C)C=C 2,4,6-trimethyl-2,4,6-trivinyl-cyclotrisiloxane